C(C)(C)OC(COC1=CC(=CC=C1)NC(=O)C=1C(=C(C=CC1)C1=CC(=CC=C1)F)F)=O 3-[(3'-fluoro-fluorobiphenyl-3-carbonyl)amino]phenoxyacetic acid isopropyl ester